[Si](C1=CC=CC=C1)(C1=CC=CC=C1)(C(C)(C)C)OC[C@H]1CO[C@@H](CN1C(=O)OC(C)(C)C)C(NC(C)(C)C1=CC=CC2=CC=CC=C12)=O tert-butyl (2S,5R)-5-(((tert-butyldiphenylsilyl)oxy)methyl)-2-((2-(naphthalen-1-yl)propan-2-yl)carbamoyl)morpholine-4-carboxylate